N1=C(C=CC=C1)N1CCOCC1 4-(pyridin-2-yl)morpholine